Zinc 2,3,4,5,6-pentafluorobenzoate FC1=C(C(=O)[O-])C(=C(C(=C1F)F)F)F.[Zn+2].FC1=C(C(=O)[O-])C(=C(C(=C1F)F)F)F